OC1=CC=C(C2=CC=CC=C12)NS(=O)(=O)C1=CC=CC=C1 N-(4-hydroxynaphthalen-1-yl)benzenesulfonamide